NC(=O)C1=CC=CC2=CN(N=C12)C1=CC=C(C=C1)NC(=O)C1CCCC1 (1s,3r)-3-[({4-[7-(aminocarbonyl)-2H-indazol-2-yl]phenyl}amino)carbonyl]cyclopentane